FC(S(=O)(=O)OC[C@@H](COC=1C=C2C(=NC=NN2C1)C1=CC(=C(C=C1)CNC(=O)OC(C)(C)C)C)F)(F)F [(2R)-3-[4-[4-[(tert-butoxycarbonylamino)methyl]-3-methyl-phenyl]pyrrolo[2,1-f][1,2,4]triazin-6-yl]oxy-2-fluoro-propyl] trifluoromethanesulfonate